10-methyl-4b-(3-methyl-1H-indol-2-yl)-11-(p-tolyl)-11,11a-dihydroindeno[2',1':4,5]pyrrolo[1,2-a]indol-12(4bH)-one CC1=C2N(C=3C=CC=CC13)C1(C(C2C2=CC=C(C=C2)C)C(C2=CC=CC=C21)=O)C=2NC1=CC=CC=C1C2C